COC1=C(C(=CC(=C1)C=1C2=C(C(N(C1)C)=O)NN=C2)OC)CN2CCN(CC2)C(CC2=C(C=C(NC1C(NC(CC1)=O)=O)C=C2)F)=O 3-[4-[2-[4-[[2,6-dimethoxy-4-(6-methyl-7-oxo-1H-pyrazolo[3,4-c]pyridin-4-yl)phenyl]methyl]piperazin-1-yl]-2-oxo-ethyl]-3-fluoro-anilino]piperidine-2,6-dione